FC(COC(C(=C)Cl)=O)(C(C(F)(F)F)(F)F)F.O(C#N)C1=CC=C(C=C1)C1(CCCC1)C1=CC=C(C=C1)OC#N 1,1-bis(4-cyanatophenyl)cyclopentane 2,2,3,3,4,4,4-Heptafluorobutyl-α-chloroacrylate